FC=1C=C2N(CCN(C2=CC1)C(=O)N1CCCC1)C1=CC=C(C=C1)F 1-(6-fluoro-4-(4-fluorophenyl)-1,2,3,4-tetrahydroquinoxaline-1-carbonyl)pyrrolidine